O=C1NCCCC1CNNC(OCC1=CC=CC=C1)=O benzyl N-[(2-oxo-3-piperidyl)methylamino]carbamate